ClC1=C2C(N(C(NC2=C(C=C1)S(=O)(=O)C1=CC(=C2C=CN(C2=C1)C1CC1)F)=O)O)=O 5-chloro-8-((1-cyclopropyl-4-fluoro-1H-indol-6-yl)sulfonyl)-3-hydroxyquinazoline-2,4(1H,3H)-dione